O[C@H](C(=O)O[C@H](C)CCO)C (R)-4-hydroxybutan-2-yl (S)-2-hydroxypropanoate